N-(2-methoxy-4-aminophenyl)-3-chlorobenzamide COC1=C(C=CC(=C1)N)NC(C1=CC(=CC=C1)Cl)=O